ClC1=C(C=C2C=C(N=CC2=C1)NC(=O)[C@H]1[C@H]([C@@H]1C=1C=NN(C1)C)C)N1CCN(CC1)[C@@]1(COC[C@@H]1F)C (1S,2S,3S)-N-[7-chloro-6-[4-((3R,4R)-4-fluoro-3-methyl-tetrahydrofuran-3-yl)piperazin-1-yl]-3-isoquinolyl]-2-methyl-3-(1-methylpyrazol-4-yl)cyclopropanecarboxamide